C(C)OC(C(=C)C)=O.[Cl-].C[NH3+] methyl-ammonium chloride ethylmethacrylate